C1(=C(C=CC=C1)OCC(=O)NC1=CC=C(C=C1)O)C1=CC=CC=C1 2-([1,1'-biphenyl]-2-yloxy)-N-(4-hydroxyphenyl)acetamide